3,4,5-trihydroxy-N-(4-morpholinophenyl)benzamide OC=1C=C(C(=O)NC2=CC=C(C=C2)N2CCOCC2)C=C(C1O)O